bis-aminopropyl-aniline NCCCN(C1=CC=CC=C1)CCCN